6-fluoro-3-isopropyl-7-(2,3,5-trifluorophenyl)thieno[3,2-b]pyridine-2-carboxylic acid FC=1C(=C2C(=NC1)C(=C(S2)C(=O)O)C(C)C)C2=C(C(=CC(=C2)F)F)F